C(C=1C(C(=O)[O-])=CC(C(=O)OOC(C(=C)C)=O)=CC1)(=O)OCC 4-methacryloyloxy ethyl trimellitate